4-propargyloxycyclobutanone C(C#C)OC1CCC1=O